(S)-((6-(3-(difluoromethyl)morpholino)-2-(1H-pyrrolo[2,3-b]pyridin-4-yl)pyrimidin-4-yl)imino)dimethyl-λ6-sulfanone FC([C@@H]1COCCN1C1=CC(=NC(=N1)C1=C2C(=NC=C1)NC=C2)N=S(=O)(C)C)F